BrC=1C=C2C=CN(C(C2=CC1F)=O)CCCC(C)=O 6-bromo-7-fluoro-2-(4-oxopentyl)isoquinolin-1-one